N-((1R,3r)-3-(5-(5-ethoxypyridin-2-yl)-4-(2-fluorophenyl)-4H-1,2,4-triazol-3-yl)cyclobutyl)-2,3-dihydroxyquinoxaline-5-carboxamide C(C)OC=1C=CC(=NC1)C=1N(C(=NN1)C1CC(C1)NC(=O)C=1C=2N=C(C(=NC2C=CC1)O)O)C1=C(C=CC=C1)F